CC1(C(NC2=CC(=CC=C12)CN1CC2(CCN(C2)C2=NC=NC=C2OC2=C(C(=O)N(C)C(C)C)C=C(C=C2)F)CC1)=O)C 2-((4-(7-((3,3-dimethyl-2-oxoindolin-6-yl)methyl)-2,7-diazaspiro[4.4]nonan-2-yl)pyrimidin-5-yl)oxy)-5-fluoro-N-isopropyl-N-methylbenzamide